tert-Butyl (2S)-2-([(1S)-1-cyano-2-[4-(4-methyl-3-oxo-1,2,3,4-tetrahydroquinoxalin-6-yl)phenyl]ethyl]carbamoyl)-1,4-oxazepane-4-carboxylate C(#N)[C@H](CC1=CC=C(C=C1)C=1C=C2N(C(CNC2=CC1)=O)C)NC(=O)[C@H]1OCCCN(C1)C(=O)OC(C)(C)C